ethyl 3-chloro-2-fluoro-6-hydroxybenzoate ClC=1C(=C(C(=O)OCC)C(=CC1)O)F